2-chloro-7-(3,5-dimethyl-1H-pyrazol-4-yl)thieno[3,2-d]pyrimidine ClC=1N=CC2=C(N1)C(=CS2)C=2C(=NNC2C)C